FC(C(=O)Cl)(C(C(F)(F)F)(F)F)F 2,2,3,3,4,4,4-heptafluorobutyryl chloride